2-((2-((4-(4-ethylpiperazin-1-yl)phenyl)amino)-5-fluoropyrimidin-4-yl)amino)benzoic acid methyl ester COC(C1=C(C=CC=C1)NC1=NC(=NC=C1F)NC1=CC=C(C=C1)N1CCN(CC1)CC)=O